FC(C1=NC=C(C(=C1)OC(C)C)[N+](=O)[O-])F 2-(difluoromethyl)-4-isopropoxy-5-nitropyridine